N-(8,9-difluoro-4-hydroxy-6-oxo-1,4,5,6-tetrahydro-2H-pyrano[3,4-c]isoquinolin-1-yl)-5,6-difluoro-N-methyl-1H-indole-2-carboxamide FC=1C(=CC=2C3=C(NC(C2C1)=O)C(OCC3N(C(=O)C=3NC1=CC(=C(C=C1C3)F)F)C)O)F